CC1(CCCC1)O 1-Methylcyclopentane-1-ol